(±)-(4aR,13bS)-10-chloro-11-methoxy-4-(2-(pyrrolidin-1-yl)ethyl)-1,2,3,4,4a,5,6,13b-octahydro-8H-[1,6]naphthyridino[5,6-b]quinazolin-8-one ClC=1C=C2C(N3C(=NC2=CC1OC)[C@H]1CCCN([C@@H]1CC3)CCN3CCCC3)=O |r|